[O-]S(=O)(=O)C(F)(F)F.[Yb+3].[O-]S(=O)(=O)C(F)(F)F.[O-]S(=O)(=O)C(F)(F)F ytterbium (III) triflate